[Si](C)(C)(C(C)(C)C)OC=1C=C(C2=CC=CC=C2C1)C1=C(C=2N=C(N=C(C2C=N1)O)OC[C@H]1N(CCC1)C)F (S)-7-(3-((tert-butyldimethylsilyl)oxy)naphthalen-1-yl)-8-fluoro-2-((1-methylpyrrolidin-2-yl)methoxy)pyrido[4,3-d]pyrimidin-4-ol